Cl.ClCC=1N=CN(C1)S(=O)(=O)N(C)C 4-(chloromethyl)-N,N-dimethyl-1H-imidazole-1-sulfonylamine hydrochloride